eicosyl-silver C(CCCCCCCCCCCCCCCCCCC)[Ag]